OC1=CC=C(CCC(=O)[O-])C=C1C 4-hydroxy-5-methylhydrocinnamate